(S)-N-(5-(2-(2-aminopyridin-3-yl)-5-(1-(1-methylazetidin-3-yl)-1H-pyrazol-3-yl)-3H-imidazo[4,5-b]pyridin-3-yl)-2,3-dihydro-1H-inden-1-yl)-3-formyl-4-hydroxybenzamide NC1=NC=CC=C1C1=NC=2C(=NC(=CC2)C2=NN(C=C2)C2CN(C2)C)N1C=1C=C2CC[C@@H](C2=CC1)NC(C1=CC(=C(C=C1)O)C=O)=O